tert-Butyl 2-(4-(aminomethyl)phenyl)-2,6-dihydropyrrolo[3,4-c]pyrazole-5(4H)-carboxylate NCC1=CC=C(C=C1)N1N=C2C(=C1)CN(C2)C(=O)OC(C)(C)C